FC1=C(C(=O)N[C@@H]2COCC2)C=CC(=C1)N1CCNCC1 (S)-2-Fluoro-4-(piperazin-1-yl)-N-(tetrahydrofuran-3-yl)benzamide